ClC=1C=C(C(=NC1)OC1=C(C=C(C=C1)N1N=CC(=C1)CC(CC(=O)OCC)=O)F)F ethyl 4-(1-(4-((5-chloro-3-fluoropyridin-2-yl) oxy)-3-fluorophenyl)-1H-pyrazol-4-yl)-3-oxobutyrate